C(C)(C)OC=1C(=CC=2C(N1)=NN(C2)[C@]21CO[C@](CC2)(C1)C)C(=O)NC=1C(N(C=CC1)C)=O 6-isopropoxy-N-(1-methyl-2-oxo-1,2-dihydropyridin-3-yl)-2-((1R,4R)-1-methyl-2-oxabicyclo[2.2.1]hept-4-yl)-2H-pyrazolo[3,4-b]pyridine-5-carboxamide